methyl 4-amino-2-chloro-3-((oxetan-2-ylmethyl)amino)benzoate NC1=C(C(=C(C(=O)OC)C=C1)Cl)NCC1OCC1